6,6-dimethylpyrrolo[3,4-c]pyrazole-2,5(4H,6H)-dicarboxylate CC1(N(CC=2C1=NN(C2)C(=O)[O-])C(=O)[O-])C